[N+](=O)([O-])C1=C(C=CC(=C1)C1=NN=NN1)N1CCCCC1 (2-Nitro-4-(tetrazol-5-yl)phenyl)piperidine